BrC1=C(C=CC=C1)P(=O)(C)C 1-bromo-2-(dimethylphosphoryl)benzene